(2R,4R)-1-cyano-N-[2-[[(2R,6S)-2,6-dimethyltetrahydropyran-4-yl]amino]-2-oxo-1-(3-pyridyl)ethyl]-4-methoxy-N-[4-(pentafluoro-λ6-sulfanyl)phenyl]pyrrolidine-2-carboxamide C(#N)N1[C@H](C[C@H](C1)OC)C(=O)N(C1=CC=C(C=C1)S(F)(F)(F)(F)F)C(C(=O)NC1C[C@H](O[C@H](C1)C)C)C=1C=NC=CC1